CC1=C(C=C(C=C1)NC(=O)N1CC(CC1)CC(F)(F)F)C1=CC(=NC(=C1)OC1CCOCC1)N1CCOCC1 N-(4-methyl-3-(2-morpholino-6-((tetrahydro-2H-pyran-4-yl)oxy)pyridin-4-yl)phenyl)-3-(2,2,2-trifluoroethyl)pyrrolidine-1-carboxamide